methyl O-acetyl-N-(N-(2-(4-((6-((tert-butoxycarbonyl)amino)hexanamido)methyl)phenyl)thiazole-4-carbonyl)-O-(tert-butyldimethylsilyl)-L-seryl)-L-serinate C(C)(=O)OC[C@H](NC([C@@H](NC(=O)C=1N=C(SC1)C1=CC=C(C=C1)CNC(CCCCCNC(=O)OC(C)(C)C)=O)CO[Si](C)(C)C(C)(C)C)=O)C(=O)OC